6-((1s,4s)-4-(dimethylamino)cyclohexyl)-2-(6-hydroxy-2,7-dimethyl-2H-indazol-5-yl)pyrido[4,3-d]pyrimidin-5(6H)-one CN(C1CCC(CC1)N1C(C2=C(N=C(N=C2)C2=CC3=CN(N=C3C(=C2O)C)C)C=C1)=O)C